6-bromo-5-(2-fluorophenyl)-2,3-dihydro[1,3]thiazolo[4,5-b]pyridine BrC=1C=C2C(=NC1C1=C(C=CC=C1)F)NCS2